CN(C1=CC2=C(C(=N1)CN(C(OC(C)(C)C)=O)C)CN(C2=O)C2=NC(=CC=C2)C2=NN=CN2C(C)C)C tert-butyl {[6-(dimethylamino)-1-oxo-2-{6-[4-(propan-2-yl)-4H-1,2,4-triazol-3-yl]pyridin-2-yl}-2,3-dihydro-1H-pyrrolo[3,4-c]pyridin-4-yl]methyl}methylcarbamate